ClCC1(C(C(CC1)CC1=CC=C(C=C1)F)(O)CN1N=CN=C1)C 2-chloromethyl-5-(4-fluorobenzyl)-2-methyl-1-(1H-1,2,4-triazol-1-ylmethyl)cyclopentanol